(5-Methyloxazol-2-yl)phenol CC1=CN=C(O1)C1=C(C=CC=C1)O